chloromethyl-dichloromethylsilane ClC[SiH2]C(Cl)Cl